2-aminopropane-1,3-diol NC(CO)CO